1-[amino-(4-chloroanilino)methylene]guanidine NC(=NC(=N)N)NC1=CC=C(C=C1)Cl